ClC1=C(C=C(C=2C3=C(NC12)CCNC([C@@H]3C)=O)OCC)Cl (R)-7,8-Dichloro-10-ethoxy-1-methyl-3,4,5,6-tetrahydroazepino[4,5-b]indol-2(1H)-one